3-[[4-[(2R)-2-amino-3-(cyclopentoxy)propoxy]-6-(2,6-dimethylphenyl)pyrimidin-2-yl]sulfamoyl]benzoic acid N[C@@H](COC1=NC(=NC(=C1)C1=C(C=CC=C1C)C)NS(=O)(=O)C=1C=C(C(=O)O)C=CC1)COC1CCCC1